CS(=O)(=O)O.NCC=1C=C2CN(C(C2=CC1)=O)C1C(NC(CC1)=O)=O 3-[5-(Aminomethyl)-1-oxo-isoindolin-2-yl]piperidine-2,6-dione methanesulfonic acid salt